1,6-diethoxy-1,4-phenyleneether C(C)OC12CC=C(C=C1OCC)O2